L-Glutamine ethyl ester C(C)OC([C@@H](N)CCC(N)=O)=O